C(C)(C)(C)OC(NC1=NC(=C(C=C1)F)COCC1=CC(=C(C(=C1)C1=NN(C=N1)C)OC)N)=O (6-(((3-Amino-4-methoxy-5-(1-methyl-1H-1,2,4-triazol-3-yl)benzyl)oxy)methyl)-5-fluoropyridin-2-yl)carbamic acid tert-butyl ester